benzoic acid p-toluenesulfonate CC1=CC=C(C=C1)S(=O)(=O)O.C(C1=CC=CC=C1)(=O)O